(4R,5R)-5-(4-fluorophenyl)-4-(4-((4-fluorophenyl)ethynyl)-2-pyridinyl)-1,3-oxazolidin-2-one FC1=CC=C(C=C1)[C@@H]1[C@H](NC(O1)=O)C1=NC=CC(=C1)C#CC1=CC=C(C=C1)F